[Si](C1=CC=CC=C1)(C1=CC=CC=C1)(C(C)(C)C)OCCCCOC=1C=C(N)C=CC1N1CCN(CC1)C 3-(4-((tert-butyldiphenylsilyl)oxy)butoxy)-4-(4-methylpiperazin-1-yl)aniline